(1R,2S)-2-{3-[({5-[2-(benzyloxy)ethyl]-1-[(2S)-2-butanyl]-1H-pyrrol-2-yl}carbonyl)amino]-4-(trifluoromethyl)phenyl}cyclopropanecarboxylic acid C(C1=CC=CC=C1)OCCC1=CC=C(N1[C@@H](C)CC)C(=O)NC=1C=C(C=CC1C(F)(F)F)[C@@H]1[C@@H](C1)C(=O)O